lithium boron dioxalate C(C(=O)[O-])(=O)[O-].C(C(=O)[O-])(=O)[O-].[B+3].[Li+]